BrC1=C2C=NN(C2=CC(=C1OC)Cl)C1OCCCC1 4-bromo-6-chloro-5-methoxy-1-(tetrahydro-2H-pyran-2-yl)-1H-indazole